3-hydroxy-4-phenylbutyric acid methyl ester COC(CC(CC1=CC=CC=C1)O)=O